ClC=1C=C2C=C(NC2=CC1)CNC(=O)N(C1CN(CCC1)C(C(CC)NC(C)=O)=O)C N-{1-[3-({[(5-chloro-1H-indol-2-yl)methyl]carbamoyl}(methyl)amino)piperidin-1-yl]-1-oxobutan-2-yl}acetamide